4-(N,N-dimethylamino)benzonitrile CN(C)C1=CC=C(C#N)C=C1